C(CCC)C1=CC=C(C=C1)N(C1=CC=CC=C1)C1=CC=CC=C1 N-[4-butylphenyl]-di-phenylamine